4-Hydroxycatechol OC=1C=C(C(O)=CC1)O